CC(=O)OCC1=C(N2[C@@H]([C@@H](C2=O)NC(=O)CCC[C@H](C(=O)O)N)SC1)C(=O)O The molecule is a cephalosporin antibiotic carrying a 3-acetoxymethyl substituent and a 6-oxo-N(6)-L-lysino group at position 7. It has a role as a fungal metabolite. It derives from a cephalosporanic acid. It is a conjugate acid of a cephalosporin C(1-).